Cl.Cl.ClC1=CC2=C(N(C=N2)CC#C[C@H]2NCCC[C@@H]2O)C=C1Cl (2R,3S)-2-(3-(5,6-dichloro-1H-benzo[d]imidazol-1-yl)prop-1-yn-1-yl)piperidin-3-ol dihydrochloride